methyl (S)-3-benzyl-4-(tetrahydro-2H-pyran-4-carbonyl)-2,3,4,5-tetrahydrobenzo[f][1,4]oxazepine-8-carboxylate C(C1=CC=CC=C1)[C@H]1COC2=C(CN1C(=O)C1CCOCC1)C=CC(=C2)C(=O)OC